(R)-1-(2,2-difluoro-benzo[d][1,3]dioxol-5-yl)-N-(1-(2,3-dihydroxypropyl)-6-fluoro-2-(1-hydroxy-2-methylpropan-2-yl)-1H-indol-5-yl)cyclopropanecarboxamide FC1(OC2=C(O1)C=CC(=C2)C2(CC2)C(=O)NC=2C=C1C=C(N(C1=CC2F)C[C@H](CO)O)C(CO)(C)C)F